C(CC=C)OC=1C=2N(C=C(N1)C1=C(N=C(O1)[C@@H](C)NCC)C1CC1)C=CN2 (R)-1-(5-(8-(but-3-en-1-yloxy)imidazo[1,2-a]pyrazin-6-yl)-4-cyclopropyloxazol-2-yl)-N-ethylethan-1-amine